6-chloro-7-fluoro-2-oxo-1,2-dihydroquinoline-3-carbaldehyde ClC=1C=C2C=C(C(NC2=CC1F)=O)C=O